BrC1=C(C=C2C(=NC(=NC2=C1F)OCC1(CC1)CN(C)C)N1CC2CCC(C1)N2C(=O)OC(C)(C)C)Cl tert-butyl 3-(7-bromo-6-chloro-2-((1-((dimethylamino)methyl)cyclopropyl) methoxy)-8-fluoroquinazolin-4-yl)-3,8-diazabicyclo[3.2.1]octane-8-carboxylate